N-(2-(2-(2-((1r,3r,5r,7r)-adamantan-2-yl)ethoxy)ethoxy)ethyl)-5-(4-chlorophenyl)-1-(2,4-dichlorophenyl)-4-methyl-1H-pyrazole-3-carboxamide C12C(C3CC(CC(C1)C3)C2)CCOCCOCCNC(=O)C2=NN(C(=C2C)C2=CC=C(C=C2)Cl)C2=C(C=C(C=C2)Cl)Cl